4-methylbenzene-1-sulfonyl cyanide CC1=CC=C(C=C1)S(=O)(=O)C#N